(R)-4-(1-(5-(5-(1-(3,5-dichloropyridin-4-yl)ethoxy)-1H-indazol-3-yl)-3-fluoropyridin-2-yl)-3-methylazetidin-3-yl)morpholine ClC=1C=NC=C(C1[C@@H](C)OC=1C=C2C(=NNC2=CC1)C=1C=C(C(=NC1)N1CC(C1)(C)N1CCOCC1)F)Cl